CC=1NC(=C(CC1C(=O)OC(C)(C)C)C(=O)OC(C)(C)C)C di-tert-butyl 1,4-dihydro-2,6-dimethyl-3,5-pyridinedicarboxylate